ethyl 4-(4,4,5,5-tetramethyl-1,3,2-dioxaborolan-2-yl)-3,6-dihydro-2H-pyran-2-carboxylate CC1(OB(OC1(C)C)C=1CC(OCC1)C(=O)OCC)C